4,4'-methylenebis(2,5-dimethyl-3-hydroxymethylphenol) C(C1=C(C(=C(C=C1C)O)C)CO)C1=C(C(=C(C=C1C)O)C)CO